(R)-2-(4-(3-chloro-4-((3,5-difluoropyridin-2-yl)methoxy)-5'-methyl-6-(methyl-d3)-2-oxo-2H-[1,4'-bipyridin]-2'-yl)thiazol-2-yl)-2-methylpropanamide ClC=1C(N(C(=CC1OCC1=NC=C(C=C1F)F)C([2H])([2H])[2H])C1=CC(=NC=C1C)C=1N=C(SC1)C(C(=O)N)(C)C)=O